4-[[4-[[(1S)-2-hydroxy-1-phenyl-ethyl]amino]-5-(5-methyl-1,2,4-oxadiazol-3-yl)pyrimidin-2-yl]amino]-2-methyl-benzamide OC[C@H](C1=CC=CC=C1)NC1=NC(=NC=C1C1=NOC(=N1)C)NC1=CC(=C(C(=O)N)C=C1)C